CN(CCNC(C1=CN=CC(=C1)N1C[C@@H](CC1)C1=C(C=CC(=C1)C(NC1=CC(=CC=C1)C(F)(F)F)=O)C)=O)C (S)-N-(2-(dimethylamino)ethyl)-5-(3-(2-methyl-5-((3-(trifluoromethyl)phenyl)carbamoyl)phenyl)pyrrolidin-1-yl)nicotinamide